N,N-dimethylbenzene-1-sulfonamide CN(S(=O)(=O)C1=CC=CC=C1)C